CC1=C(C=CC=C1C)N1CCN(CC1)C([C@H](C)N1N=C(C2=C1CCC2)C(=O)N2CCC(CC2)O)=O (S)-1-(4-(2,3-Dimethylphenyl)piperazin-1-yl)-2-(3-(4-hydroxypiperidin-1-carbonyl)-5,6-dihydrocyclopenta[c]pyrazol-1(4H)-yl)propan-1-on